C(C1=CC=CC=C1)OCCOCCOCCOCCOCC1OC(OC1)(C)C 4-[2-[2-[2-(2-benzyloxyethoxy)ethoxy]ethoxy]ethoxymethyl]-2,2-dimethyl-1,3-dioxolane